N[C@H](C1=NC2=C(N1)C=CC=C2)[C@H]2OCC(CC2)(F)F |o1:11| 2-((R)-Amino((S*)-5,5-difluorotetrahydro-2H-pyran-2-yl)methyl)-1H-benzo[d]imidazol